ClC=1C=C(C=CC1F)NC(=O)C1=C(N=CN1C)C1CC2CC(CC2C1)(O)C1=C(C=NN1C)C(F)F N-(3-Chloro-4-fluorophenyl)-4-(5-(4-(difluoromethyl)-1-methyl-1H-pyrazol-5-yl)-5-hydroxyoctahydropentalen-2-yl)-1-methyl-1H-imidazole-5-carboxamide